CC=1NC2=CC=C(C=C2C1CC(=O)O)C (2,5-dimethyl-1H-indol-3-yl)-acetic acid